ClC1=CC=C(C(=N1)C(=O)O)N[C@H](C)C=1C=C(C=C2C(N(C(=NC12)N1CCC(CC1)(F)F)C)=O)Cl (R)-6-chloro-3-((1-(6-chloro-2-(4,4-difluoropiperidin-1-yl)-3-methyl-4-oxo-3,4-dihydroquinazolin-8-yl)ethyl)amino)picolinic acid